(S) or (R)-3-hydroxybutyryl-CoA O[C@H](CC(=O)SCCNC(CCNC([C@@H](C(COP(OP(OC[C@@H]1[C@H]([C@H]([C@@H](O1)N1C=NC=2C(N)=NC=NC12)O)OP(=O)(O)O)(=O)O)(=O)O)(C)C)O)=O)=O)C |o1:1|